FC=1C(=C2C(=NC1N1CC3(CN(C3)C(C=C)=O)CC1)CC(OC2)(C)C)C2=CC=CC1=CC(=CC=C21)O 1-(6-(3-fluoro-4-(6-hydroxy-1-naphthalenyl)-7,7-dimethyl-7,8-dihydro-5H-pyrano[4,3-b]pyridin-2-yl)-2,6-diazaspiro[3.4]octan-2-yl)-2-propen-1-one